O=C1C2(CCC(C1=CC1=CC=C(C=C1)C=C1C(C3(CCC1C3(C)C)CS(=O)(=O)O)=O)C2(C)C)CS(=O)(=O)O 1,4-bis(2-oxo-10-sulfo-3-bornylidenemethyl)-benzene